(R)-(4-chlorophenyl)(3-(3-cyclopropyl-1,2,4-thiadiazol-5-yl)-8-methyl-5,6-dihydro-[1,2,4]triazolo[4,3-a]pyrazin-7(8H)-yl)methanone ClC1=CC=C(C=C1)C(=O)N1[C@@H](C=2N(CC1)C(=NN2)C2=NC(=NS2)C2CC2)C